2-Amino-N-(2-cyclopropyl-4-fluorophenyl)-4-methyl-N-(7-nitrobenzo[c][1,2,5]oxadiazol-4-yl)pyrimidine-5-carboxamide NC1=NC=C(C(=N1)C)C(=O)N(C1=CC=C(C2=NON=C21)[N+](=O)[O-])C2=C(C=C(C=C2)F)C2CC2